(2,4-dimethoxybenzyl)isoquinoline-1,5-diamine COC1=C(CC=2N=C(C=3C=CC=C(C3C2)N)N)C=CC(=C1)OC